2-(3,4-dichlorophenyl)-N,N-dimethyl-2-(4-(4-(trifluoromethoxy)phenyl)-1H-pyrazol-1-yl)ethan-1-amine ClC=1C=C(C=CC1Cl)C(CN(C)C)N1N=CC(=C1)C1=CC=C(C=C1)OC(F)(F)F